BrC=1C(=NC=C(C1)C(F)(F)F)NC[C@@H]1[C@@H](OC(CN1C(=O)OC(C)(C)C)(F)F)C tert-butyl (5R,6S)-5-(((3-bromo-5-(trifluoromethyl)pyridin-2-yl)amino)methyl)-2,2-difluoro-6-methylmorpholine-4-carboxylate